3-(trans-2-(4H-1,2,4-triazol-4-yl)cyclobutyl)aniline N=1N=CN(C1)[C@H]1[C@@H](CC1)C=1C=C(N)C=CC1